BrC1=CC2=C(NC(C3N(C2=O)CCN(C3)CC3=NC=C(C=C3)Cl)=O)C=C1 8-bromo-2-((5-chloropyridin-2-yl)methyl)-1,3,4,12a-tetrahydrobenzo[e]pyrazino[1,2-a][1,4]diazepine-6,12(2H,11H)-dione